2-[5-Fluoro-2-(methoxymethoxy)phenyl]-2-[6-[4-(1-methyl-4-piperidinyl)phenyl]-4-oxo-quinazolin-3-yl]-N-(2-pyridinyl)acetamide FC=1C=CC(=C(C1)C(C(=O)NC1=NC=CC=C1)N1C=NC2=CC=C(C=C2C1=O)C1=CC=C(C=C1)C1CCN(CC1)C)OCOC